FC1=CC=C2C=CC=3CCC=C4C=CC1=C2C34 Fluoro-7H-pyrene